C(CC=C)N1C=NC2=CC=CC(=C2C1=O)F 3-(But-3-enyl)-5-fluoroquinazolin-4(3H)-one